[Na].ClC=1C(=C(C(=C(C1)C1(OCCO1)C)OCC)C1CC(NC1)=O)F 4-[3-chloro-6-ethoxy-2-fluoro-5-(2-methyl-1,3-dioxolan-2-yl)phenyl]pyrrolidin-2-one sodium